4-(4-bromo-3-methyl-2-oxo-2,3-dihydro-1H-benzo[d]imidazol-1-yl)piperidine-2,6-dione BrC1=CC=CC=2N(C(N(C21)C)=O)C2CC(NC(C2)=O)=O